FC1(CC(CCC1)N(C1=CC=CC=C1)C(CC1(CCN(CC1)C(=O)N1CCC2=CC=C(C=C12)C)C(=O)OC)=O)F methyl 4-[2-(N-[3,3-difluorocyclohexyl]anilino)-2-oxo-ethyl]-1-(6-methylindoline-1-carbonyl)piperidine-4-carboxylate